C1(CCCC1)N1C=CC2=C1N=C(N=C2)NC2=NC=C(C=C2)N2CCNCC2 7-Cyclopentyl-2-(5-piperazin-1-yl-pyridin-2-yl-amino)-7H-pyrrolo[2,3-d]pyrimidin